3-Mercaptopropan SCCC